geranyl-4',7-dihydroxyisoflavone C(\C=C(/C)\CCC=C(C)C)C=1OC2=CC(=CC=C2C(C1C1=CC=C(C=C1)O)=O)O